4-(8-bromo-6-chloro-7-methoxy-4-oxo-4H-chromen-2-yl)benzonitrile BrC=1C(=C(C=C2C(C=C(OC12)C1=CC=C(C#N)C=C1)=O)Cl)OC